(S)-6'-hydroxy-3',4'-dihydro-1'H-spiro[cyclobutane-1,2'-naphthalene] OC=1C=C2CCC3(CC2=CC1)CCC3